The molecule is an N-acylglycinate that is the conjugate base of N-dodecanoylglycine, obtained by deprotonation of the carboxy group; major species at pH 7.3. It is a N-acylglycinate and a N-(fatty acyl)-glycine(1-). It is a conjugate base of a N-dodecanoylglycine. CCCCCCCCCCCC(=O)NCC(=O)[O-]